2-methylaminocarbonyl-9,10-anthraquinone CNC(=O)C1=CC=2C(C3=CC=CC=C3C(C2C=C1)=O)=O